tetra-ethyl-benzene C(C)C1=C(C(=C(C=C1)CC)CC)CC